5-(3-(1-(1-cyclopropylazetidin-3-yl)-1H-pyrazol-4-yl)-2-fluoro-6-hydroxyphenyl)-1,2,5-thiadiazolidin-3-one 1,1-dioxide C1(CC1)N1CC(C1)N1N=CC(=C1)C=1C(=C(C(=CC1)O)N1CC(NS1(=O)=O)=O)F